2-(2,6-dioxopiperidin-3-yl)-5-(2-(1-((5-((1r,3r)-3-((5-(5-methyl-5H-pyrido[4,3-b]indol-7-yl)pyridin-2-yl)oxy)cyclobutoxy)pyridin-2-yl)ethynyl)cyclopropoxy)ethoxy)isoindoline-1,3-dione O=C1NC(CCC1N1C(C2=CC=C(C=C2C1=O)OCCOC1(CC1)C#CC1=NC=C(C=C1)OC1CC(C1)OC1=NC=C(C=C1)C=1C=CC=2C3=C(N(C2C1)C)C=CN=C3)=O)=O